O=C1C=CC(=CN1)CN1C(S\C(\C1=O)=C/C1=C(C(=C(C=C1F)F)O)F)=O (Z)-3-((6-oxo-1,6-dihydropyridin-3-yl)methyl)-5-(2,4,6-trifluoro-3-hydroxybenzylidene)thiazolidine-2,4-dione